COC1=CC=C(CC=2N=C3C(=NC=C(C3)N)N2)C=C1 (4-methoxybenzyl)imidazo[4,5-b]pyridin-6-amine